(S)-1-(7-(8-Ethyl-7-fluoro-3-hydroxynaphthalen-1-yl)-8-fluoro-2-(((2R,7aS)-2-fluorotetrahydro-1H-pyrrolizin-7a(5H)-yl)methoxy)pyrido[4,3-d]pyrimidin-4-yl)azepan-3-ol C(C)C=1C(=CC=C2C=C(C=C(C12)C1=C(C=2N=C(N=C(C2C=N1)N1C[C@H](CCCC1)O)OC[C@]12CCCN2C[C@@H](C1)F)F)O)F